C(CCCCC)C(C(=O)O[C@H]1[C@H](OC[C@@H]1OC(C(CCCCCCCC)CCCCCC)=O)COC(CCCN(C)C)=O)CCCCCCCC (2R,3S,4S)-2-(((4-(dimethylamino)butanoyl)oxy)methyl)tetrahydrofuran-3,4-diyl bis(2-hexyldecanoate)